4-aminophenylpyruvate NC1=CC=C(C=C1)CC(C(=O)[O-])=O